NC1=C2C=NC(=NC2=CC(=C1F)C1=C(C2=C(OCCN2)N=C1)C)NC1=CC=C(C=C1)NS(=O)(=O)C N-(4-{[5-amino-6-fluoro-7-(8-methyl-2,3-dihydro-1H-pyrido[2,3-b][1,4]oxazin-7-yl)quinazolin-2-yl]amino}phenyl)methanesulfonamide